N-benzyl-2-(5-(4-(2-(3-methoxy-3-methyl-azetidin-1-yl)-ethoxy)-phenyl)-pyridin-2-yl)acetamide C(C1=CC=CC=C1)NC(CC1=NC=C(C=C1)C1=CC=C(C=C1)OCCN1CC(C1)(C)OC)=O